2,3-dihydro-1H-pyrrolo[3,2-b]pyridine-1-carboxamide N1(CCC2=NC=CC=C21)C(=O)N